CN1C(=C(C2=CC=C(C=C12)C(N[C@@H](C)C1=CC(=CC=C1)C(F)(F)F)=O)CC=1C=C(OC(C(=O)O)C)C=CC1)C 2-(3-((1,2-dimethyl-6-(((S)-1-(3-(trifluoromethyl)phenyl)ethyl)carbamoyl)-1H-indol-3-yl)methyl)phenoxy)propanoic acid